N-(3-methoxyphenyl)guanidine tert-butyl-N-[cis-4-[[4-amino-5,5-dimethyl-7-[methyl-[2-(methylamino)-2-oxo-ethyl]amino]-6H-benzo[h]quinazolin-8-yl]oxy]cyclohexyl]carbamate C(C)(C)(C)N(C(O)=O)[C@@H]1CC[C@@H](CC1)OC=1C=CC2=C(CC(C=3C(=NC=NC23)N)(C)C)C1N(CC(=O)NC)C.COC=1C=C(C=CC1)NC(=N)N